FC1=C(C=C(C=C1)N1N=C2N(C1=O)[C@@H](CC2)C2=CC=CC=C2)CC#N {2-fluoro-5-[(5S)-3-oxo-5-phenyl-6,7-dihydro-3H-pyrrolo[2,1-c][1,2,4]triazol-2(5H)-yl]phenyl}acetonitrile